C(OC)(OC12CC(C1)(C2)C(F)(F)F)=O methyl [3-(trifluoromethyl)-1-bicyclo[1.1.1]pentanyl] carbonate